CN1C(=NC=2C1=NC=CC2)C2=CC=C(C=C2)C=2C=C(C=C(C2C2=CC=C(C=C2)C2=NC=1C(=NC=CC1)N2C)C2=CC=C(C=C2)C2=NC=1C(=NC=CC1)N2C)C2=CC=CC=C2 4''-(3-methyl-3H-imidazo[4,5-b]pyridin-2-yl)-4',5'-bis(4-(3-methyl-3H-imidazo[4,5-b]pyridin-2-yl)phenyl)-[1,1':3',1''-terphenyl]